potassium ferrocyanide, magnesium salt [Mg+2].[Fe-4](C#N)(C#N)(C#N)(C#N)(C#N)C#N.[K+]